FC(C(C(F)(F)F)C1=C2C(C(=O)OC2=O)=CC=C1)(F)F Hexafluoroisopropyl-phthalic anhydride